4-methyl-1-[2-(3-oxo-piperazin-1-yl)propyl]-5-[[2-[6-(2,2,2-trifluoro-ethyl)quinazolin-4-yl]-2,7-diazaspiro[3.5]nonan-7-yl]methyl]indole-2-carbonitrile CC1=C2C=C(N(C2=CC=C1CN1CCC2(CN(C2)C2=NC=NC3=CC=C(C=C23)CC(F)(F)F)CC1)CC(C)N1CC(NCC1)=O)C#N